cis-5-chloro-2-fluoro-4-(3-(hydroxymethyl)cyclopentyl)-N-(4-methoxybenzyl)-N-(thiazol-2-yl)benzenesulfonamide ClC=1C(=CC(=C(C1)S(=O)(=O)N(C=1SC=CN1)CC1=CC=C(C=C1)OC)F)[C@@H]1C[C@@H](CC1)CO